ClC=1C(=NC(=CC1)OC)C(=O)N1C2CN(CCC1CC2)CC2=C(N=C1N2C=CC=N1)C1=CC=C(C=C1)Cl (3-chloro-6-methoxypyridin-2-yl)(3-{[2-(4-chlorophenyl)imidazo[1,2-a]pyrimidin-3-yl]methyl}-3,9-diazabicyclo[4.2.1]non-9-yl)methanone